FC=1C=C2CN(CC2=CC1)C(CS(=O)(=O)C1=NC=CC=C1)=O 1-(5-fluoro-1,3-dihydro-2H-isoindol-2-yl)-2-(pyridin-2-ylsulfonyl)ethanone